C(#N)N1C2CCC(C1)[C@H]2NC(=O)C2=NNC(=C2)C2=C(C=NC=C2)SC2=CC=C(C=C2)F N-((7R)-2-cyano-2-azabicyclo[2.2.1]heptan-7-yl)-5-(3-((4-fluorophenyl)thio)pyridin-4-yl)-1H-pyrazole-3-carboxamide